Racemic-2-((3,5-dicyano-4-ethyl-6-(4-methyl-1,4-diazepan-1-yl)pyridin-2-yl)thio)-2-phenylacetamide C(#N)C=1C(=NC(=C(C1CC)C#N)N1CCN(CCC1)C)S[C@@H](C(=O)N)C1=CC=CC=C1 |r|